1-(6-(2-(3-methylbenzylidene)hydrazinyl)-9-(pyridin-3-yl)-9H-purin-2-yl)azetidine CC=1C=C(C=NNC2=C3N=CN(C3=NC(=N2)N2CCC2)C=2C=NC=CC2)C=CC1